tert-Butyl (7-(3,4-difluoro-phenoxy)-2,3-dihydrobenzo[b]-[1,4]dioxin-5-yl)carbamate FC=1C=C(OC=2C=C(C3=C(OCCO3)C2)NC(OC(C)(C)C)=O)C=CC1F